BrC=1C=CC2=C(N=C(S2)N)C1 5-bromobenzothiazole-2-amine